C(C)C1=C(C=CC(=C1)O)N=C(N)C1=C(C=2N(N=C1)C=C(C2)C=2C=NC(=CC2)OC)NC2CN(CCC2)C(C=C)=O N'-(2-ethyl-4-hydroxy-phenyl)-6-(6-methoxy-3-pyridyl)-4-[(1-prop-2-enoyl-3-piperidyl)-amino]pyrrolo[1,2-b]pyridazine-3-carboxamidine